The molecule is an amino disaccharide consisting of D-galactose having an alpha-N-acetylneuraminyl residue attached at the 3-position It has a role as an epitope. CC(=O)N[C@@H]1[C@H](C[C@@](O[C@H]1[C@@H]([C@@H](CO)O)O)(C(=O)O)O[C@H]2[C@H]([C@H](OC([C@@H]2O)O)CO)O)O